CC1=C(OC2=C(C=C(C=C2C1=O)C)[C@@H](C)NC1=C(C(=O)OC(C)(C)C)C=CC=C1)C1=CC2=CN(N=C2C=C1)C tert-Butyl 2-[[(1R)-1-[3,6-dimethyl-2-(2-methylindazol-5-yl)-4-oxo-chromen-8-yl]ethyl]amino]benzoate